[Br-].[Br-].C(C)(C)P(C(C)C)C(C)C.C(C)(C)P(C(C)C)C(C)C.[Pd+2] palladium(II) bis(triisopropylphosphine) dibromide